(S)-quinuclidin-3-yl (6-(2-fluorophenyl)-2,3-dihydro-1H-inden-1-yl)carbamat FC1=C(C=CC=C1)C1=CC=C2CCC(C2=C1)NC(O[C@@H]1CN2CCC1CC2)=O